F[C@@H]1C[C@@]2(CCCN2C1)C(O)([2H])[2H] [(2R,7aS)-2-fluorotetrahydro-1H-pyrrolizin-7a(5H)-yl](2H2)methanol